7-[5-(Trifluoromethyl)pyrimidin-2-yl]oxy-2-azaspiro[3.5]nonane FC(C=1C=NC(=NC1)OC1CCC2(CNC2)CC1)(F)F